2-Fluoropyridine-4-boronic acid pinacol ester FC1=NC=CC(=C1)B1OC(C)(C)C(C)(C)O1